4-(3-chloro-5-fluorophenyl)dihydro-2H-pyran-2,6(3H)-dione ClC=1C=C(C=C(C1)F)C1CC(OC(C1)=O)=O